6-(1-methylpyrazol-4-yl)-4-morpholino-N-[(E)-m-tolylmethyleneamino]thieno[3,2-d]pyrimidin-2-amine CN1N=CC(=C1)C1=CC=2N=C(N=C(C2S1)N1CCOCC1)N/N=C/C=1C=C(C=CC1)C